2-(5,6-difluoro-1,3-benzodiazol-1-yl)-6-[(4-methoxyphenyl)-methyl]-7-methyl-7H-pyrrolo[3,4-b]pyridin-5-one FC1=CC2=C(N(C=N2)C2=CC=C3C(=N2)C(N(C3=O)CC3=CC=C(C=C3)OC)C)C=C1F